C(C)C(COCCO)(CCCCCC)O monoethylhexyl-diethylene glycol